nonacosan-6,8-diol CCCCCC(CC(CCCCCCCCCCCCCCCCCCCCC)O)O